FC=1C(=C(C(=C(C1C(=O)O)C(=O)O)OC1=C(C(C(=O)O)=C(C(=C1F)F)F)C(=O)O)F)F hexafluoro-3,3'-oxydiphthalic acid